C(#N)CNC(C(C)(C=1OC(=NN1)C1=C(C=CC=C1)NC1=CC=C(C=C1)C(F)(F)F)C)=O N-(cyanomethyl)-2-methyl-2-(5-(2-((4-(trifluoromethyl)phenyl)amino)phenyl)-1,3,4-oxadiazol-2-yl)propanamide